ClC=1C=CC(=C(CN(C(=O)C=2C(=NN(C2F)C)C(F)F)C2CC2)C1)CC N-(5-chloro-2-ethylbenzyl)-N-cyclopropyl-3-(difluoromethyl)-5-fluoro-1-methyl-1H-pyrazole-4-amide